C[C@@H](N)CC1=CNC2=CC=CC=C12 (R)-alpha-methyl-tryptamine